C(C=CC=CC=CC=CC=CCCCCCCCCCCC)(=O)O 14E,19Z-docosapentaenoic acid